N-(6-(4-isopropyl-4H-1,2,4-triazol-3-yl)pyridin-2-yl)-7-methyl-1H-benzo[d]imidazole-2-carboxamide C(C)(C)N1C(=NN=C1)C1=CC=CC(=N1)NC(=O)C1=NC2=C(N1)C(=CC=C2)C